C1(CCCC1)C(=O)N1[C@H](CN(CC1)CC1=CC=2N(C=C1)N=CC2N2C(NC(CC2)=O)=O)C (S)-1-(5-((4-(cyclopentanecarbonyl)-3-methylpiperazin-1-yl)methyl)pyrazolo[1,5-a]pyridin-3-yl)dihydropyrimidine-2,4(1H,3H)-dione